C1(=CC=CC2=CC=CC=C12)N(C1=CC=C([Se]1)C=O)C1=CC=CC=C1 5-(naphthalen-1-yl-(phenyl)amino)selenophene-2-carbaldehyde